((4-(3-Methylphenoxy)-6-(trifluoromethyl)pyrimidin-2-yl)thio)-N-((4-ethylphenyl)carbamoyl)acetamide CC=1C=C(OC2=NC(=NC(=C2)C(F)(F)F)SCC(=O)NC(NC2=CC=C(C=C2)CC)=O)C=CC1